N,N-diethylaminopropyl chloride C(C)N(CC)CCCCl